C(C)(C)C=1C(=NNC1C=1C=C(C=2N(C1)N=CN2)C)C(=O)NC2CN(C2)C(C)C 4-isopropyl-N-(1-isopropyl-azetidin-3-yl)-5-(8-methyl-[1,2,4]triazolo[1,5-a]pyridin-6-yl)-1H-pyrazole-3-carboxamide